(2R,4R)-6-chloro-4-hydroxy-N-(3-{5-[cis-3-(trifluoromethoxy)cyclobutyl]-1,2-oxazol-3-yl}bicyclo[1.1.1]pent-1-yl)-3,4-dihydro-2H-1-benzopyran-2-carboxamide ClC=1C=CC2=C([C@@H](C[C@@H](O2)C(=O)NC23CC(C2)(C3)C3=NOC(=C3)[C@@H]3C[C@@H](C3)OC(F)(F)F)O)C1